C(C)(C)(C)OC(=O)N1CCN(CC1)C=1C=C(C=CC1CN)C1=C(C(=CC=C1)C1=CC(=C(C=C1)N1C(N(CC1)C)=O)Cl)OC 4-(4-(aminomethyl)-3''-chloro-2'-methoxy-4''-(3-methyl-2-oxoimidazolidin-1-yl)-[1,1':3',1''-terphenyl]-3-yl)piperazine-1-carboxylic acid tert-butyl ester